N[C@]1([C@@H](CC[C@H](C1)CCB(O)O)CN(C([C@H](C)N)=O)C)C(=O)O (1R,2S,5R)-1-amino-2-(((S)-2-amino-N-methylpropanamido)methyl)-5-(2-boronoethyl)cyclohexane-1-carboxylic acid